C(CCCCCCCCCC(C)C)OC(CCCCCC(C)C)=O isononanoic acid isotridecyl ester